BrC=1C=CC2=C(N(C=N2)C2=CC=C3CCN(C3=C2)C(=O)OC(C)(C)C)C1 tert-butyl 6-(6-bromo-1H-benzo[d]imidazol-1-yl)indoline-1-carboxylate